ClC=1C(=C(C=CC1Cl)NC1=NC=NC2=CC(=C(C=C12)OC1CCN(CC1)C(C=C)=O)OC)F 1-[4-[4-(3,4-dichloro-2-fluoro-phenylamino)-7-methoxy-quinazolin-6-yl]oxy-1-piperidinyl]prop-2-en-1-one